CNC(CNC(=O)N1CC2=CC=CC=C2C1)C1=CC=CC=C1 (-)-N-(2-(methylamino)-2-phenylethyl)isoindoline-2-carboxamide